ClC=1C=C(C(=C2C(N(CC12)C1C(NC(CC1)=O)=O)=O)F)CNC(OCC1=NN(C=C1)C1CCC1)=O (1-cyclobutyl-1H-pyrazol-3-yl)methyl ((7-chloro-2-(2,6-dioxopiperidin-3-yl)-4-fluoro-3-oxoisoindolin-5-yl)methyl)carbamate